6-fluoro-N-methyl-3-(piperazin-1-yl)picolinamide hydrochloride Cl.FC1=CC=C(C(=N1)C(=O)NC)N1CCNCC1